ClC1=NC=CC(=C1C1=CC=C(C=C1)NC(OC(C)(C)C)=O)C(F)(F)F tert-butyl (4-(2-chloro-4-(trifluoromethyl)pyridin-3-yl)phenyl)carbamate